[Na].COC=1C(=CC=NC1O)O 5-methoxy-4,6-dihydroxypyridine sodium